OC(CC(CC(=O)OC)=O)C1=CC=CC2=CC=CC(=C12)C methyl 5-hydroxy-5-(8-methylnaphthalen-1-yl)-3-oxopentanoate